7-(7-chloro-10-(3-(4-chloro-3,5-dimethylphenoxy)propyl)-4-methyl-1-oxo-6-(1,3,5-trimethyl-1H-pyrazol-4-yl)-3,4-dihydropyrazino[1,2-a]indol-2(1H)-yl)-5-methyl-1H-indole-2-carboxylate ClC=1C=CC=2C(=C3N(C2C1C=1C(=NN(C1C)C)C)C(CN(C3=O)C=3C=C(C=C1C=C(NC31)C(=O)[O-])C)C)CCCOC3=CC(=C(C(=C3)C)Cl)C